4-Bromo-3,5-diisopropyl-1-methyl-1H-pyrazole BrC=1C(=NN(C1C(C)C)C)C(C)C